4-(difluoromethoxy)benzyl-amine FC(OC1=CC=C(CN)C=C1)F